[3-(dimethoxymethyl)cyclobutoxy]-dimethyl-silane COC(C1CC(C1)O[SiH](C)C)OC